N-(4-methyl-3-(2-(thiazol-5-ylamino)-8,9-dihydroimidazo[1',2':1,6]pyrido[2,3-d]pyrimidin-6-yl)phenyl)-4-(trifluoromethyl)picolinamide CC1=C(C=C(C=C1)NC(C1=NC=CC(=C1)C(F)(F)F)=O)C1=CC2=C(N=C(N=C2)NC2=CN=CS2)N2C1=NCC2